FC1=CC(=CC2=C1N=C(S2)OC2CCNCC2)C2=CC1=CN(N=C1C=C2)C 5-{4-fluoro-2-[(piperidin-4-yl)oxy]-1,3-benzothiazol-6-yl}-2-methyl-2H-indazole